S1C(=NC2=C1C=CC=C2)NC2=C(C(=C(N=N2)NC=2SC=C(N2)C(=O)OCC)C)C ethyl 2-({6-[(1,3-benzothiazol-2-yl) amino]-4,5-dimethylpyridazin-3-yl} amino)-1,3-thiazole-4-carboxylate